BrCCCCO[Si](C)(C)C(C)(C)C (4-bromobutoxy)(tert-butyl)dimethyl-silane